OC1=C(C(=CC=C1)O)C(CC(=O)C1=CC(=CC=C1)I)=O 1-(2,6-dihydroxyphenyl)-3-(3-iodophenyl)propane-1,3-dione